1-[4-(N,N-dimethylamino)phenyl]-1-phenylethene CN(C)C1=CC=C(C=C1)C(=C)C1=CC=CC=C1